1-terpinen-5-ol CC1=CCC(C(C1)O)C(C)C